N1=CC(=CC=C1)CSC1=C(C=C(C=N1)C#N)C#N 6-((pyridin-3-ylmethyl)thio)pyridine-3,5-dicarbonitrile